2-(2-methoxypyridin-4-yl)thiazol-5-amine COC1=NC=CC(=C1)C=1SC(=CN1)N